4-(methanesulfonyloxy)piperidine-1-carboxylic acid tert-butyl ester C(C)(C)(C)OC(=O)N1CCC(CC1)OS(=O)(=O)C